(4aR,8aS)-6-[4-[(5-tert-butyloxazol-2-yl)methyl]piperidine-1-carbonyl]-4,4a,5,7,8,8a-hexahydropyrido[4,3-b][1,4]oxazin-3-one C(C)(C)(C)C1=CN=C(O1)CC1CCN(CC1)C(=O)N1C[C@@H]2[C@@H](OCC(N2)=O)CC1